5-(4-((((1-methylpiperidin-4-yl)amino)methyl)phenyl)-1,3,4-oxadiazol-2-yl)pyrazin-2-amine CN1CCC(CC1)NCC1=C(C=CC=C1)N1N=C(OC1)C=1N=CC(=NC1)N